[Si](C)(C)(C(C)(C)C)OC(C(=O)[O-])CCC(=O)OC 5-methyl 2-(tert-butyldimethylsilyloxy)pentanedioate